O.C(CC(O)(C(=O)O)CC(=O)O)(=O)O.CN1N=CC=C1C1CCN(CC1)C1CC2(C1)CN(CC2)C(=O)OCC ethyl cis-2-[4-(1-methyl-1H-pyrazol-5-yl)piperidin-1-yl]-6-azaspiro[3.4]octane-6-carboxylate citrate monohydrate